dimethyl-quercetin CC1=C(C(=C(C=2C(C(=C(OC12)C1=CC(O)=C(O)C=C1)O)=O)O)C)O